C=1(C(=CC=CC1)S(=O)(=O)O[Si](C)(C)C)C(F)(F)F 2-(trimethylsilyl) benzotrifluoridesulfonate